2-(2-Hydroxyethyl)-2-methylpiperidine-1-carboxylic acid tert-butyl ester C(C)(C)(C)OC(=O)N1C(CCCC1)(C)CCO